1-(4-(7-(difluoromethyl)-6-(1-methyl-1H-pyrazol-4-yl)-3,4-dihydroquinolin-1(2H)-yl)-6-(piperidin-4-yl)isoindol-2-yl)ethan-1-one FC(C1=C(C=C2CCCN(C2=C1)C=1C2=CN(C=C2C=C(C1)C1CCNCC1)C(C)=O)C=1C=NN(C1)C)F